5-[7-(2-tert-butoxyacetyl)-2,7-diazaspiro[3.5]non-2-yl]-N-methyl-7-(trifluoromethyl)thieno[3,2-b]pyridine-3-carboxamide C(C)(C)(C)OCC(=O)N1CCC2(CN(C2)C2=CC(=C3C(=N2)C(=CS3)C(=O)NC)C(F)(F)F)CC1